(Z)-N-((8-fluoro-1,2,3,5,6,7-hexahydro-s-indacen-4-yl)carbamoyl)-4-(hydroxyimino)-4,5,6,7-tetrahydrobenzofuran-2-sulfonamide FC=1C=2CCCC2C(=C2CCCC12)NC(=O)NS(=O)(=O)C=1OC2=C(C1)\C(\CCC2)=N/O